BrC=1C=CC=2C=3C=C4C(=CC3C(C2C1)=O)C1=CC=C(C=C1C4=O)Br 2,8-dibromo-indeno[1,2-b]fluorene-6,12-dione